4-fluorobenzo[c][1,2,5]oxadiazol FC1=CC=CC2=NON=C21